BrC=1C(=CC(=C(C1)NC(=O)N[C@@H](C)C=1N(N=CN1)C1=NC=CC=N1)OC)C 1-(5-bromo-2-methoxy-4-methyl-phenyl)-3-[(1S)-1-(2-pyrimidin-2-yl-1,2,4-triazol-3-yl)ethyl]urea